C1(CCC1)N1N=CC(=C1)C1=CC=C2CC[C@H](C2=C1)[C@@H](C(=O)NC1=CC=C(C=C1)C=1C(=NNC1C)C)NC(=O)C=1N(N=CC1)C N-[(1S)-1-[(1R)-6-(1-cyclobutylpyrazol-4-yl)indan-1-yl]-2-[4-(3,5-dimethyl-1H-pyrazol-4-yl)anilino]-2-oxo-ethyl]-2-methyl-pyrazole-3-carboxamide